NC1=NC(=C(C(=C1C#N)C=1C=C(C=CC1)C1=CC(=CC(=C1)F)C#N)C#N)C1=CC=CC=C1 2-amino-4-(3'-cyano-5'-fluoro-[1,1'-biphenyl]-3-yl)-6-phenylpyridine-3,5-dicarbonitrile